3-(trifluoromethoxy)-1-(7-(4-(trifluoromethyl)-phenoxy)-3,4-dihydro-isoquinolin-2(1H)-yl)-propan-1-one FC(OCCC(=O)N1CC2=CC(=CC=C2CC1)OC1=CC=C(C=C1)C(F)(F)F)(F)F